O=C1C=C(N=C2N1C=C(S2)N2[C@@H]1CN([C@H](C2)C1)C(=O)OC(C)(C)C)OS(=O)(=O)C1=CC=C(C=C1)C tert-butyl (1S,4S)-5-[5-oxo-7-(p-tolylsulfonyloxy)thiazolo[3,2-a]pyrimidin-2-yl]-2,5-diazabicyclo[2.2.1]heptane-2-carboxylate